C1=CC=CC=2C3=CC=CC=C3N(C12)C1=CC=2C(=NN(N2)C2=CC=C(C=C2)N2C3=CC=CC=C3C=3C=CC=CC23)C=C1 5-carbazol-9-yl-2-(4-carbazol-9-yl-phenyl)-benzotriazole